N[C@@H](CC(C)C)C(=O)N1[C@@H](CCC1)C(=O)O Leucylproline